C(C)C1=CC=CC2=C(C3=CC=CC=C3C=C12)OC(=O)C1C(C2C(=CC1C2)C)C(=O)O 4-ethyl-9-[2-carboxy(3,6-methano-4-methyl-4-cyclohexenyl)]carbonyloxy-anthracene